N-(chloro(dimethylamino)methylene)-N-methylammonium hexafluorophosphate F[P-](F)(F)(F)(F)F.ClC(=[NH+]C)N(C)C